C(C)S(=O)(=O)C1=NN2C(N=CC=C2NC(C)=O)=C1C1=NC=C(N=C1)OCC(C(F)(F)F)(F)F N-(2-(ethylsulfonyl)-3-(5-(2,2,3,3,3-pentafluoropropoxy)pyrazin-2-yl)pyrazolo[1,5-a]pyrimidin-7-yl)acetamide